N1N=CC2=CC(=CC=C12)NC1=NC(=NC=C1Cl)N1CC2(CNCC2C1)C(F)(F)F 2-(4-((1H-indazol-5-yl)amino)-5-chloropyrimidin-2-yl)-6a-(trifluoromethyl)hexahydropyrrolo[3,4-c]pyrrole